ClC=1C=C(C=CC1)CCN1C[C@H]([C@@H](C1)C)COC1=CC=C(C=C1)S(=O)(=O)CCS(=O)(=O)C (3S,4S)-1-[2-(3-chlorophenyl)ethyl]-3-{[4-(2-methanesulfonyl-ethanesulfonyl)phenoxy]methyl}-4-methyl-pyrrolidine